N-(2,4-dichloro-6-methylbenzyl)-5-fluoro-8-oxo-5,6,7,8-tetrahydroquinoline-5-carboxamide ClC1=C(CNC(=O)C2(C=3C=CC=NC3C(CC2)=O)F)C(=CC(=C1)Cl)C